CC=1C(=NC(=CN1)C)O 3,6-dimethylpyrazin-2-ol